C(C)(=O)OCC=1C(=NC=CC1C1=NN(C(C(=C1)NC1=NC(=NC=C1)C)=O)C)N1C(C2=CC=3CC(CC3N2CC1)(C)C)=O (2-{4,4-Dimethyl-9-oxo-1,10-diazatricyclo[6.4.0.02,6]dodeca-2(6),7-dien-10-yl}-4-{1-methyl-5-[(2-methylpyrimidin-4-yl)amino]-6-oxo-1,6-dihydropyridazin-3-yl}pyridin-3-yl)methyl Acetate